N-cyclohexyl-2-[(5,6-diphenyl-1,2,4-triazin-3-yl)sulfanyl]-N-methylpropanamide C1(CCCCC1)N(C(C(C)SC=1N=NC(=C(N1)C1=CC=CC=C1)C1=CC=CC=C1)=O)C